(1'S,2'S)-2'-(2-hydroxypropan-2-yl-1,1,1,3,3,3-d6)-5'-(methyl-d3)-4-pentyl-1',2',3',4'-tetrahydro-[1,1'-biphenyl]-2,6-diol OC(C([2H])([2H])[2H])(C([2H])([2H])[2H])[C@@H]1[C@H](C=C(CC1)C([2H])([2H])[2H])C=1C(=CC(=CC1O)CCCCC)O